4-((2-methoxy-3-(1-methyl-1H-1,2,4-triazol-3-yl)phenyl)amino)-N-(2-methylethyl)pyridazine-3-carboxamide COC1=C(C=CC=C1C1=NN(C=N1)C)NC1=C(N=NC=C1)C(=O)NCCC